ClC1=C(C=O)C=C(C(=C1)C=O)Cl 2,5-dichloro-terephthalaldehyde